BrC1=CC=C(C(=O)N2CCN(CC2)C(=O)C=2C=CC(=C(C2)NS(=O)(=O)C2=CC3=CC=CC=C3C=C2)N2CCN(CC2)C(C)C)C=C1 N-(5-(4-(4-bromobenzoyl)piperazine-1-carbonyl)-2-(4-isopropylpiperazin-1-yl)phenyl)naphthalene-2-sulfonamide